C1(CCCC1)C1=C(C(=NC(=C1)C1=CC=NC=C1)N)NC1COC1 cyclopentyl-N3-(oxetan-3-yl)-6-(4-pyridinyl)pyridine-2,3-diamine